[Si](C)(C)(C(C)(C)C)OCC(CNC(OCC(Cl)(Cl)Cl)=O)CC=1C=NC=CC1 2,2,2-trichloroethyl (3-((tert-butyldimethylsilyl)oxy)-2-(pyridin-3-ylmethyl)propyl)carbamate